2-(5-(4-((1-phenylethyl)amino)quinazolin-6-yl)pyridin-3-yl)propan-2-ol C1(=CC=CC=C1)C(C)NC1=NC=NC2=CC=C(C=C12)C=1C=C(C=NC1)C(C)(C)O